tert-butyl (1-(benzofuran-6-yl)-1-oxobutan-2-yl)(methyl)carbamate O1C=CC2=C1C=C(C=C2)C(C(CC)N(C(OC(C)(C)C)=O)C)=O